C(C)N([C@H](C(=O)O)CC1=CC=C(C=C1)C(F)(F)F)C(=O)OCC1C2=CC=CC=C2C=2C=CC=CC12 (2S)-2-[ethyl(9H-fluoren-9-yl-methoxycarbonyl)amino]-3-[4-(trifluoromethyl)phenyl]propanoic acid